4-[5-(2-aminoethyl)pyridin-2-yl]-3-[[4-(1-methoxyethyl)-2-methylimidazol-1-yl]methyl]benzonitrile NCCC=1C=CC(=NC1)C1=C(C=C(C#N)C=C1)CN1C(=NC(=C1)C(C)OC)C